[C@H]12CN(C[C@H](CC1)N2)C=2C1=C(N=C(N2)OC[C@]23CCCN3C[C@@H](C2)F)N=C(C(=C1)F)C1=CC(=CC2=CC=CC(=C12)F)O 4-(4-((1R,5S)-3,8-diazabicyclo[3.2.1]octan-3-yl)-6-fluoro-2-(((2R,7aS)-2-fluorohexahydro-1H-pyrrolizin-7a-yl)methoxy)pyrido[2,3-d]pyrimidin-7-yl)-5-fluoronaphthalen-2-ol